N-[2-(4-chlorophenyl)benzotriazol-5-yl]acetamide ClC1=CC=C(C=C1)N1N=C2C(=N1)C=CC(=C2)NC(C)=O